4-(5-(4,4-difluoropiperidine-1-carbonyl)-2-(3-hydroxy-3-methylbutyl)-1H-pyrrolo[2,3-b]pyridin-1-yl)benzoic acid FC1(CCN(CC1)C(=O)C=1C=C2C(=NC1)N(C(=C2)CCC(C)(C)O)C2=CC=C(C(=O)O)C=C2)F